tert-Butyl 1-methyl-1H-imidazole-5-carboxylate CN1C=NC=C1C(=O)OC(C)(C)C